15-(4-(diisopropylamino)butyl)-2,2,3,3,27,27,28,28-octamethyl-4,26-dioxa-3,27-disilanonacosane-15-ol C(C)(C)N(CCCCC(CCCCCCCCCCO[Si](C(C)(C)C)(C)C)(CCCCCCCCCCO[Si](C(C)(C)C)(C)C)O)C(C)C